4-((2R,3R,4S,5S)-3-(3,4-difluoro-2-methoxyphenyl)-4,5-dimethyl-5-(trifluoromethyl)tetrahydrofuran-2-carboxamido)picolinamide FC=1C(=C(C=CC1F)[C@@H]1[C@@H](O[C@@]([C@H]1C)(C(F)(F)F)C)C(=O)NC1=CC(=NC=C1)C(=O)N)OC